C1(CC1)N[C@H]1CN(CC1)C=1C2=CN(N=C2C(=CC1)C(=O)NC=1C=C(C=2N(C1)C=C(N2)C)F)C 4-[(3R)-3-(cyclopropylamino)pyrrolidin-1-yl]-N-{8-fluoro-2-methylimidazo[1,2-a]pyridin-6-yl}-2-methylindazole-7-carboxamide